(S)-4-iodo-5-((1-methylpyrrolidin-3-yl)amino)furo[2,3-c]pyridine-2-carbonitrile IC1=C2C(=CN=C1N[C@@H]1CN(CC1)C)OC(=C2)C#N